methyl 7-chloroimidazo[1,5-a]pyridine-3-carboxylate ClC1=CC=2N(C=C1)C(=NC2)C(=O)OC